6-fluoro-2',3',5',6'-tetrahydro-3H-spiro[isobenzofuran-1,4'-pyran]-3-one FC1=CC=C2C(OC3(CCOCC3)C2=C1)=O